cyclohexylcyclononane C1(CCCCC1)C1CCCCCCCC1